CN1N=C(C=C1)C=1C=C(C=CC1)C[C@@H]1C=2C(N(C=NC2CC[C@@H]1NS(=O)(=O)C)C(C)C)=O |r| rac-N-[(5R,6S)-5-{[3-(1-methyl-1H-pyrazol-3-yl)phenyl]-methyl}-4-oxo-3-(propan-2-yl)-3,4,5,6,7,8-hexahydroquinazolin-6-yl]methanesulfonamide